N1=CC=C(C=C1)NC1=NC(=NC(=N1)N)N pyridin-4-yl-1,3,5-triazine-2,4,6-triamine